tertbutyl-dimethylsilyl chloride C(C)(C)(C)[Si](C)(C)Cl